FC1(OC2=C(OC1)C=CC(=C2)C(C)O)F 1-(3,3-difluoro-2,3-dihydrobenzo[b][1,4]dioxin-6-yl)ethan-1-ol